C(C)(C)(C)C1=CC=C(C=C1)N(C(=O)[C@@H]1N(C[C@@H](C1)O)C#N)C(C(=O)NC1CCCCC1)C=1C=NC=C(C1)OC (2R,4R)-N-(4-tert-butylphenyl)-1-cyano-N-[2-(cyclohexylamino)-1-(5-methoxy-3-pyridyl)-2-oxo-ethyl]-4-hydroxy-pyrrolidine-2-carboxamide